ClC1=NC(=C(C2=CC=C(C=C12)OC)C1=CC(=C(C=C1)F)C)Cl 1,3-dichloro-4-(4-fluoro-3-methyl-phenyl)-7-methoxy-isoquinoline